C(C)(C)(C)NC1=NC=C2N=C(N(C2=N1)CCC1N(CCC1)C(=O)OC(C)(C)C)NC1=CC(=CC=C1)C(F)(F)F tert-Butyl 2-(2-(2-(tert-butylamino)-8-((3-(trifluoromethyl)phenyl)amino)-9H-purin-9-yl) ethyl)pyrrolidine-1-carboxylate